4-(4-(4-(4-((5-carboxypyridin-2-yl)oxy)phenyl)piperidine-1-carbonyl)-2-((phenylmethyl)sulfonamido)phenyl)-1-ethylpiperazin-1-ium chloride [Cl-].C(=O)(O)C=1C=CC(=NC1)OC1=CC=C(C=C1)C1CCN(CC1)C(=O)C1=CC(=C(C=C1)N1CC[NH+](CC1)CC)NS(=O)(=O)CC1=CC=CC=C1